C(C)(C)C1=C(NC2=CC=C(C=C12)OCC1CCN(CC1)CC(=O)N(C)C)C=1C=C(C=2N(C1)N=CN2)C 2-(4-(((3-Isopropyl-2-(8-methyl-[1,2,4]triazolo[1,5-a]pyridin-6-yl)-1H-indol-5-yl)oxy)methyl)piperidin-1-yl)-N,N-dimethylacetamid